3-(1'-((1H-indol-7-yl)methyl)-6-oxo-6,8-dihydro-2H,7H-spiro[furo[2,3-e]isoindole-3,4'-piperidin]-7-yl)piperidine-2,6-dione N1C=CC2=CC=CC(=C12)CN1CCC2(CC1)COC1=C3CN(C(C3=CC=C12)=O)C1C(NC(CC1)=O)=O